methyl 2-{[(tert-butoxy) carbonyl] (methyl) amino}-5-{[1-(hydroxymethyl) cyclopropyl] methyl}-1,3-thiazole-4-carboxylate C(C)(C)(C)OC(=O)N(C=1SC(=C(N1)C(=O)OC)CC1(CC1)CO)C